(S)-2-(2-ethyl-3-fluoro-5-(tetrahydro-2H-pyran-4-yl)phenyl)-2-((R)-3-(methyl(5-(5,6,7,8-tetrahydro-1,8-naphthyridin-2-yl)pentyl)amino)pyrrolidin-1-yl)acetic acid C(C)C1=C(C=C(C=C1F)C1CCOCC1)[C@@H](C(=O)O)N1C[C@@H](CC1)N(CCCCCC1=NC=2NCCCC2C=C1)C